ClCCC1=CC(=C(C=C1)OC)[N+](=O)[O-] 4-(2-chloroethyl)-1-methoxy-2-nitrobenzene